(±)-tert-butyl 4-((4-(tert-butyloxycarbonyl)-2-(4-(methoxycarbonyl)phenyl)piperazin-1-yl)methyl)-5-methoxy-7-methyl-1H-indole-1-carboxylate C(C)(C)(C)OC(=O)N1C[C@H](N(CC1)CC1=C2C=CN(C2=C(C=C1OC)C)C(=O)OC(C)(C)C)C1=CC=C(C=C1)C(=O)OC |r|